FC1=C(C(=CC=C1)C)N1N=C2C(=CC1=O)NN=C2C2=CC=C(C=C2)N(C(CN2CCN(CC2)C)=O)C N-(4-(5-(2-fluoro-6-methylphenyl)-6-oxo-5,6-dihydro-1H-pyrazolo[4,3-c]pyridazin-3-yl)phenyl)-N-methyl-2-(4-methylpiperazin-1-yl)acetamide